5-chloro-6-fluoro-4-(8-fluoro-2-(((2R,7aS)-2-fluorotetrahydro-1H-pyrrolizin-7a(5H)-yl)methoxy)-4-(2,2,2-trifluoroethoxy)pyrido[4,3-d]pyrimidin-7-yl)naphthalen-2-ol ClC1=C2C(=CC(=CC2=CC=C1F)O)C1=C(C=2N=C(N=C(C2C=N1)OCC(F)(F)F)OC[C@]12CCCN2C[C@@H](C1)F)F